C1(CCCC1)OB(O)O Cyclopentylboric acid